C1(CC1)C=1C=C(C=2N(C1)C=C(N2)[C@@H](C)OC=2C=C(N=NC2)NC(=O)[C@@H]2[C@H](C2)C2=NC=CC(=N2)C)N2C(N(C(C2)=O)C)=O (1S,2S)-N-(5-((R)-1-(6-cyclopropyl-8-(3-methyl-2,4-dioxoimidazolidin-1-yl)imidazo[1,2-a]pyridin-2-yl)ethoxy)pyridazin-3-yl)-2-(4-methylpyrimidin-2-yl)cyclopropane-1-carboxamide